N1C=NC(=C1)C(C)N1C(N=C(C2=CC=C(C=C12)Br)N1CCC1)=O 1-(1-(1H-imidazol-4-yl)ethyl)-4-(azetidin-1-yl)-7-bromoquinazolin-2(1H)-one